(6S)-N-(cyano(isoquinolin-4-yl)methyl)-5-azaspiro[2.4]heptane-6-carboxamide C(#N)C(NC(=O)[C@H]1NCC2(CC2)C1)C1=CN=CC2=CC=CC=C12